1-ethyl-3-(4-((4-(2-(methyl-d3)-6-(1H-pyrazol-1-yl)pyridin-3-yl)piperazin-1-yl)methyl)pyridin-2-yl)urea C(C)NC(=O)NC1=NC=CC(=C1)CN1CCN(CC1)C=1C(=NC(=CC1)N1N=CC=C1)C([2H])([2H])[2H]